6-(Azetidin-3-yloxy)-2-(2,8-dimethylimidazo[1,2-b]pyridazin-6-yl)-3H-thieno[2,3-d]pyrimidin-4-on N1CC(C1)OC1=CC2=C(N=C(NC2=O)C=2C=C(C=3N(N2)C=C(N3)C)C)S1